tert-butyl (2S,3S)-3-[(benzyloxy)methyl]-2-(hydroxymethyl)pyrrolidine-1-carboxylate C(C1=CC=CC=C1)OC[C@@H]1[C@H](N(CC1)C(=O)OC(C)(C)C)CO